6-(2,4-di-tert-butoxypyrimidin-5-yl)-8-(3,3-difluoro-4-methylpyrrolidin-1-yl)-3-fluoroimidazo[1,2-b]pyridazine C(C)(C)(C)OC1=NC=C(C(=N1)OC(C)(C)C)C=1C=C(C=2N(N1)C(=CN2)F)N2CC(C(C2)C)(F)F